FC1(C(N(C1)C1=NC=2C(CCCC2C(=N1)N1C[C@@H]2C([C@@H]2C1)CC(=O)OC)(F)F)C)F methyl 2-((1R,5S,6s)-3-(2-(3,3-difluoro-2-methylazetidin-1-yl)-8,8-difluoro-5,6,7,8-tetrahydroquinazolin-4-yl)-3-azabicyclo[3.1.0]hexan-6-yl)acetate